FC(C(=O)O)(F)F.NCCCOCCCNC(COC1=C2C(N(C(C2=CC=C1)=O)C1C(NC(CC1)=O)=O)=O)=O N-(3-(3-aminopropoxy)propyl)-2-((2-(2,6-dioxopiperidin-3-yl)-1,3-dioxoisoindolin-4-yl)oxy)acetamide trifluoroacetate